BrC1=CC=C(C=C1)C1=NC=C(C(=N1)NC1=C(C(=O)NC([2H])([2H])[2H])C=CC=C1)C(F)(F)F 2-{[2-(4-bromophenyl)-5-(trifluoromethyl)pyrimidin-4-yl]amino}-N-(trideuteriomethyl)benzamide